N-(3,5-dichloropyridin-4-yl)-4-(3,4-dimethoxyphenyl)-2-(trifluoromethyl)pyrimidine-5-carboxamide (3S)-Ethyl-3-(6-methoxypyridin-3-yl)-3-(2-oxo-3-(5-oxohexyl)azetidin-1-yl)propanoate C(C)OC(C[C@H](N1C(C(C1)CCCCC(C)=O)=O)C=1C=NC(=CC1)OC)=O.ClC=1C=NC=C(C1NC(=O)C=1C(=NC(=NC1)C(F)(F)F)C1=CC(=C(C=C1)OC)OC)Cl